BrC1=NC=CC(=C1)C(=O)C1=NC=C(C=C1)Cl (2-BROMOPYRIDIN-4-YL)(5-CHLOROPYRIDIN-2-YL)METHANONE